2-(6-(4-acetylphenyl)-1-oxoisoindolin-2-yl)butyramide C(C)(=O)C1=CC=C(C=C1)C1=CC=C2CN(C(C2=C1)=O)C(C(=O)N)CC